C(C)(C)(C)OC(=O)N1CC2(CC1)CCN(CC2)C2=CC=C(C=C2)C2C(NC(CC2)=O)=O tert-butyl-8-(4-(2,6-dioxopiperidin-3-yl)phenyl)-2,8-diazaspiro[4.5]decane-2-carboxylate